(4,4-dimethyl-2-oxazolinyl) phenylboronate C1(=CC=CC=C1)B(OC=1OCC(N1)(C)C)[O-]